OC[C@@H](C1=CC=CC=C1)NCCCOC=1C(=C(C=CC1)C1=C(C(=CC=C1)OCCCN1C[C@@H](CC1)O)C)C (R)-1-(3-((3'-(3-(((R)-2-hydroxy-1-phenylethyl)amino)propoxy)-2,2'-dimethyl-[1,1'-biphenyl]-3-yl)oxy)propyl)pyrrolidin-3-ol